F\C(=C/CNC(O)=O)\CS(=O)(=O)C=1C=CC=C2C=CC(=NC12)[2H] (Z)-(3-fluoro-4-((quinolin-8-yl-d)sulfonyl)but-2-en-1-yl)carbamic acid